C[Si](OC1=CC=C(C=C1)CC1OCC(CO1)C=O)(C)C 2-({4-[(trimethylsilyl)oxy]phenyl}methyl)-1,3-dioxane-5-carbaldehyde